9-(4-chloro-2-fluoro-phenyl)-7-[(2R,4S)-2-(1,5-dimethylpyrazol-4-yl)tetrahydropyran-4-yl]-2,3-dimethyl-pyrazino[1,2-a]pyrimidin-4-one ClC1=CC(=C(C=C1)C1=NC(=CN2C1=NC(=C(C2=O)C)C)[C@@H]2C[C@@H](OCC2)C=2C=NN(C2C)C)F